N-((3R,4S)-4-((7-(2-fluoro-3-methoxyphenyl)-5-(((tetrahydrofuran-2-yl)methyl)amino)-2,6-naphthyridin-3-yl)amino)tetrahydrofuran-3-yl)acrylamide FC1=C(C=CC=C1OC)C1=NC(=C2C=C(N=CC2=C1)N[C@H]1[C@H](COC1)NC(C=C)=O)NCC1OCCC1